1-(2-((R)-3-(4-amino-3-(4-phenoxyphenyl)-1H-pyrazolo[3,4-d]pyrimidin-1-yl)piperidin-1-yl)ethyl)-3-(2,6-dioxopiperidin-3-yl)urea NC1=C2C(=NC=N1)N(N=C2C2=CC=C(C=C2)OC2=CC=CC=C2)[C@H]2CN(CCC2)CCNC(=O)NC2C(NC(CC2)=O)=O